CC=1C(C1)C(=O)ON1C(CCC1=O)=O 2,5-dioxopyrrolidin-1-yl 2-methylcycloprop-2-ene-1-carboxylate